FC(OC1=CC(=NC=C1C=1C=NN(C1)C)C1(NC(=NC(=C1)N)C(F)F)N)F 4-(4-(difluoromethoxy)-5-(1-methyl-1H-pyrazol-4-yl)pyridin-2-yl)-2-(difluoromethyl)pyrimidine-4,6-diamine